methyl-8',17'-dioxa-11'-azaspiro[morpholine-3,14'-tetracyclo[16.2.2.02,7.011,15]docosane] CC12C3CCCCC3OCCN3CCC4(C3COC(CC1)CC2)NCCOC4